C1(CC1)C1=NC=NC(=C1C1=NC=C2N=CN(C2=N1)CC1=CC=C(C=C1)C=1N(C=C(N1)C(F)(F)F)C(C)C)OC 2-(4-cyclopropyl-6-methoxypyrimidin-5-yl)-9-(4-(1-isopropyl-4-(trifluoromethyl)-1H-imidazol-2-yl)benzyl)-9H-purine